2-(3-(methylcarbamoyl)phenyl)Acetic Acid Methyl Ester COC(CC1=CC(=CC=C1)C(NC)=O)=O